hydroxy-[1,1'-biphenyl]-3-carboxamide OC1=C(C=CC=C1C(=O)N)C1=CC=CC=C1